trans-2-(cyanomethyl)cyclopropanecarboxylic acid C(#N)C[C@H]1[C@@H](C1)C(=O)O